C(C1=CC=CC=C1)O[C@H]1C[C@@H](N(C1)C(=O)OC(C)(C)C)CO tert-Butyl (2R,4S)-4-(benzyloxy)-2-(hydroxymethyl)pyrrolidin-1-carboxylate